CCCCCOC(=O)C(C(=O)OC(CCO)O)CCC 2-(5-pentyloxycarbonyl)pentanoyloxy-1,3-propanediol